Cl.N[C@H]1C[C@@H]([C@@H](C1)C(=O)OCC)C |r| racemic-ethyl (1R,2S,4S)-4-amino-2-methylcyclopentane-1-carboxylate hydrochloride